N-(3,5-dichloro-4-((2'-oxospiro[cyclopropane-1,3'-indolin]-5'-yl)oxy)phenyl)-5-oxo-4,5-dihydro-1,2,4-oxadiazole-3-carboxamide ClC=1C=C(C=C(C1OC=1C=C2C3(C(NC2=CC1)=O)CC3)Cl)NC(=O)C3=NOC(N3)=O